OCC(C(CC1C(NCC1)=O)NC(=O)C1N(C[C@@H]2[C@H]1CCC2)C(=O)C=2NC1=CC=CC(=C1C2)OC)=O (3aS,6aR)-N-(4-hydroxy-3-oxo-1-(2-oxopyrrolidin-3-yl)butan-2-yl)-2-(4-methoxy-1H-indole-2-carbonyl)octahydrocyclopenta[c]pyrrole-1-carboxamide